COC(CN)OC 2,2-dimethoxyethyl-amine